C(C)(=O)N[C@H](C(=O)NC(C(=O)NCC=1C=C(OCCC2CN(CCC2)C(=O)OC(C)(C)C)C=CC1C)CCC1=CC=CC=C1)CC(=O)OC(C)(C)C tert-butyl 3-(2-(3-((2-((S)-2-acetamido-4-(tert-butoxy)-4-oxobutanamido)-4-phenylbutanamido)methyl)-4-methylphenoxy)ethyl)piperidine-1-carboxylate